COC1=CC=2N(C=C1)C(=CN2)C2=CC(=NC=N2)NCC2=CC=C(C=C2)C=2N=C(OC2)C 6-{7-Methoxyimidazo[1,2-a]pyridin-3-yl}-N-{[4-(2-methyl-1,3-oxazol-4-yl)phenyl]methyl}pyrimidin-4-amine